The molecule is a xanthene dye that is fluoran carrying four hydroxy substituents at positions 3', 4', 5' and 6'. It has a role as a fluorochrome, a histological dye and a G-protein-coupled receptor antagonist. It is a gamma-lactone, a polyphenol, a xanthene dye, an oxaspiro compound, an organic heteropentacyclic compound and a member of 2-benzofurans. It derives from a fluoran. C1=CC=C2C(=C1)C(=O)OC23C4=C(C(=C(C=C4)O)O)OC5=C3C=CC(=C5O)O